7-amino-4-carboxymethyl-coumarin NC1=CC=C2C(=CC(OC2=C1)=O)CC(=O)O